(3R)-1-({2-fluoro-2-[2-(methylamino)ethoxy]-[1,1'-biphenyl]-3-yl}methyl)-3-methyl-9-oxa-2,6-diazaspiro[4.5]decan-7-one dihydrochloride Cl.Cl.FC1(C(=CC=CC1CC1N[C@@H](CC12NC(COC2)=O)C)C2=CC=CC=C2)OCCNC